2-methyl-1-[4-(methylsulfanyl)phenyl]-1-morpholinopropane CC(C(N1CCOCC1)C1=CC=C(C=C1)SC)C